NC1=C(SC=2N=C(SC21)C)C(=O)NC2CC=1C(=CC(=NC1CC2)N2CC1(C(CCO1)C)C(C2)N)F 6-amino-N-(2-{9-amino-4-methyl-1-oxa-7-azaspiro[4.4]nonan-7-yl}-4-fluoro-5,6,7,8-tetrahydroquinolin-6-yl)-2-methylthieno[2,3-d][1,3]thiazole-5-carboxamide